C(C)OC(=O)C1=CC(=NN1CCNC(=O)OC(C)(C)C)Br.FC(C1=CC=C(C=C1)[C@@H](C)NC(=O)[C@@H]1NCCC1)(F)F (R)-N-((R)-1-(4-(trifluoromethyl)phenyl)ethyl)pyrrolidine-2-carboxamide ethyl-3-bromo-1-(2-((tert-butoxycarbonyl)amino)ethyl)-1H-pyrazole-5-carboxylate